1-((3S,4R)-4-(4-fluorophenyl)-1-(2-methoxyethyl)pyrrolidin-3-yl)-3-(4-methyl-1-phenyl-3-(pyrazin-2-yloxy)-1H-pyrazol-5-yl)urea FC1=CC=C(C=C1)[C@H]1[C@@H](CN(C1)CCOC)NC(=O)NC1=C(C(=NN1C1=CC=CC=C1)OC1=NC=CN=C1)C